nickel-cobalt-manganese oxysulfide O=S.[Mn].[Co].[Ni]